BrC=1C=CC(=C(C(=O)NC(C(=O)OCC)C2=C3N(C=N2)CCC3)C1)O ethyl 2-[(5-bromo-2-hydroxy-benzoyl)amino]-2-(6,7-dihydro-5H-pyrrolo[1,2-c]imidazol-1-yl)acetate